C(C)OC(=O)C1=NC=CN=C1 pyrazine-2-Carboxylic acid ethyl ester